2,4,6-trimethyl-benzoyl-trimethyl-phosphine oxide CC1=C(C(=O)CP(C)(C)=O)C(=CC(=C1)C)C